[Cl-].N1=CC=CC(=C1)C1N(C)CCC1 Nicotine chloride